2-(7-morpholino-2-(pyridin-4-yl)pyrazolo[1,5-a]pyrimidin-5-yl)ethan-1-ol O1CCN(CC1)C1=CC(=NC=2N1N=C(C2)C2=CC=NC=C2)CCO